C(C)(C)N1CCN(CC1)CCOC1=CN=C2C=CC(=NC2=C1)C=1C(=NNC1)C1=NC(=CC=C1)C 7-[2-(4-isopropylpiperazin-1-yl)ethoxy]-2-[3-(6-methyl-2-pyridyl)-1H-pyrazol-4-yl]-1,5-naphthyridine